NON[C@@H](C(C)C)C(=O)O aminooxy-valine